2-(trifluoromethyl)phenyl-boronic acid FC(C1=C(C=CC=C1)B(O)O)(F)F